C(=C)C1=CC=C(C=C1)C1=C(C=CC=2[SH+]C3=C(C21)C=CC=C3)C3(OCCCC(O3)OC)C3=CC=CC=C3 4-vinylphenyl-2-[methoxyphenyl-[1,3]dioxepan-2-yl]dibenzothiophenium